C1(CC1)C(=O)C(C(=O)OC)=CN(C)C Methyl 2-(cyclopropanecarbonyl)-3-(dimethylamino)acrylate